5-ethyl-2-(4-isopropyl-4-methyl-5-oxo-2-imidazolin-2-yl)-nicotinic acid C(C)C=1C=NC(=C(C(=O)O)C1)C=1NC(C(N1)(C)C(C)C)=O